ClC1=CC=2N(C3=CC=CC=C3C2C=C1)C=1C=C(C=C(C1)C1=CC=CC=C1)C1=CC=CC=C1 2-chloro-9-(m-terphenyl-5'-yl)carbazole